FC=1C(NC(N(C1)[C@H]1C[C@@H]2OP(OC[C@H]2O1)(OC1=CC=C(C=C1)Cl)=O)=O)=O 5-Fluoro-1-((4aR,6R,7aS)-2-oxo-2-(4-chlorophenoxy)tetrahydro-4H-furo[3,2-d][1,3,2]dioxaphosphorin-6-yl)pyrimidine-2,4(1H,3H)-dione